COC1=CC2=C(C=N1)[C@H]1CC[C@@H](C2)N1 (6S,9R)-3-Methoxy-6,7,8,9-tetrahydro-5H-6,9-epiminocyclohepta[c]pyridine